C(C)(C)(CC(C)(C)C)C1=CC=C(C=C1)O 4-tertiary octyl-phenol